C(CCCCC)OC(=O)C1C(CCCC1)C(=O)OCCCCCC.C(C)C1C(OC=C1)=O ethyl-furanone dihexyl-cyclohexane-1,2-dicarboxylate